1-[(2,4-difluorophenyl)methyl]-3-({3-fluoro-4-[(2-hydroxyethoxy)methyl]phenyl}methyl)-1-(1-methylpiperidin-4-yl)urea FC1=C(C=CC(=C1)F)CN(C(=O)NCC1=CC(=C(C=C1)COCCO)F)C1CCN(CC1)C